C=CC(=O)OCC1CCC2C1C3CC(C2C3)COC(=O)C=C TRICYCLODECANEDIMETHANOL DIACRYLATE